C(C1=CC=CC=C1)NCC[C@@H](C(=O)O)NC(=O)OC(C)(C)C (S)-4-(Benzylamino)-2-((tert-butoxycarbonyl)amino)butanoic acid